5'-Chloro-3,3-dimethoxy-1'-(4-methoxybenzyl)spiro[cyclobutane-1,3'-pyrrolo[2,3-b]pyridin]-2'(1'H)-one ClC=1C=C2C(=NC1)N(C(C21CC(C1)(OC)OC)=O)CC1=CC=C(C=C1)OC